C(C)N1C(=NC2=C1C=C(C=C2)C#N)C=2C(=NC=NC2)C(C)C 1-Ethyl-2-(4-isopropylpyrimidin-5-yl)-1H-benzo[d]imidazol-6-carbonitril